tert-butyl 2-[[4-(1-isopropyl-4-methoxy-1H-imidazo[4,5-c]pyridin-6-yl)pyrimidin-2-yl]amino]-7,8-dihydro-5H-1,6-naphthyridine-6-carboxylate C(C)(C)N1C=NC=2C(=NC(=CC21)C2=NC(=NC=C2)NC2=NC=1CCN(CC1C=C2)C(=O)OC(C)(C)C)OC